5-(4-Hydroxyphenyl)-3-(4-(2,2,2-trifluoroacetyl)phenyl)-1,2,4-oxadiazole OC1=CC=C(C=C1)C1=NC(=NO1)C1=CC=C(C=C1)C(C(F)(F)F)=O